bis(p-anisoyl)amine C(C1=CC=C(C=C1)OC)(=O)NC(C1=CC=C(C=C1)OC)=O